C(C)(C)(C)OC(=O)N1CC=C(CC1)C1=C(C=CC(=C1)[N+](=O)[O-])C=C 4-(5-nitro-2-vinylphenyl)-5,6-dihydropyridine-1(2H)-carboxylic acid tert-butyl ester